1-cyclopropyl-6-(1-(8-(cyclopropylmethyl)-8-azabicyclo[3.2.1]oct-3-yl)piperidin-4-yl)-4-fluoro-2-(4-(methylsulfonyl)phenyl)-1H-benzo[d]imidazole C1(CC1)N1C(=NC2=C1C=C(C=C2F)C2CCN(CC2)C2CC1CCC(C2)N1CC1CC1)C1=CC=C(C=C1)S(=O)(=O)C